C(C(C)C)P(C1=C(SC=C1P(CC(C)C)CC(C)C)C1CCCC1)CC(C)C 3,4-bis(diisobutylphosphino)-2-cyclopentyl-thiophene